FC1(CN(CCC1NC(=O)NC1=CC=C(C=C1)OC(F)(F)F)C(CC)=O)F 1-(3,3-difluoro-1-propionylpiperidin-4-yl)-3-(4-(trifluoromethoxy)phenyl)urea